[N+](=O)([O-])C1=CC=C(C=C1)OC(N[C@@H]1CC[C@H](CC1)C=1SC(=CN1)C1=C(C=C(C=C1)NC(NCC1=CC=CC=C1)=O)S(NC(C)(C)C)(=O)=O)=O trans-N-[4-[5-[4-(benzylcarbamoylamino)-2-(tert-butylsulfamoyl)phenyl]thiazol-2-yl]cyclohexyl]carbamic acid (4-nitrophenyl) ester